2-thioxo-2,3-dihydropyrimidin-4(1H)-one S=C1NC=CC(N1)=O